C(=O)O.NC1=CN=NC2=CC(=CC=C12)C=1C(=CC(=C(C1)B(O)O)C)OC [5-(4-aminocinnolin-7-yl)-4-methoxy-2-methylphenyl]boronic Acid Formic Acid Salt